IC=1C(=NC(N([C@H]2C[C@H](OCSSC(C)(C)C)[C@@H](CO[Si](C)(C)C(C)(C)C)O2)C1)=O)N 5-iodo-5'-O-tert-butyldimethylsilyl-3'-O-(tert-butyldithiomethyl)-2'-deoxycytidine